6-((4-(4-(5,7-dimethoxy-4-oxo-3,4-dihydroquinazolin-2-yl)phenyl)piperazin-1-yl)methyl)-2-(2,6-dioxopiperidin-3-yl)-4-fluoroisoindoline-1,3-dione COC1=C2C(NC(=NC2=CC(=C1)OC)C1=CC=C(C=C1)N1CCN(CC1)CC1=CC(=C2C(N(C(C2=C1)=O)C1C(NC(CC1)=O)=O)=O)F)=O